NC1=C2N=CN(C2=NC(=N1)Cl)[C@H]1[C@H]([C@@H]([C@H](O1)COC(C(=O)OCC)(C(=O)OCC)CC1=CC=C(C=C1)OC(F)(F)F)O)F diethyl 2-(((2R,3R,4S,5R)-5-(6-amino-2-chloro-9H-purin-9-yl)-4-fluoro-3-hydroxytetrahydrofuran-2-yl)methoxy)-2-(4-(trifluoromethoxy)benzyl)malonate